Di(methyl)ethyl-(sec-butoxy)silane C[Si](OC(C)CC)(CC)C